3-Imidazo[1,2-a]pyridin-6-ylisoxazolidine TFA Salt OC(=O)C(F)(F)F.N=1C=CN2C1C=CC(=C2)C2NOCC2